C(C)(C)(C)C=1C=C(C=CC1)NC=1C=C2OC=3C=CC=CC3B3C2=C(C1[N+](=O)[O-])OC=1C=CC=CC13 N-(3-(tert-butyl)phenyl)-6-nitro-5,9-dioxa-13b-boranaphtho[3,2,1-de]anthracen-7-amine